ClC1=NC=C(C(=N1)NCCCN1C(CCC1)=O)C(F)(F)F 1-(3-((2-chloro-5-(trifluoromethyl)pyrimidin-4-yl)amino)propyl)pyrrolidin-2-one